rac-N-((4R,5R)-3-methyl-4-(3-nitrophenyl)-6-oxo-1-phenyl-4,5,6,7-tetrahydro-1H-pyrazolo[3,4-b]pyridin-5-yl)-3-(trifluoromethyl)benzamide CC1=NN(C=2NC([C@@H]([C@@H](C21)C2=CC(=CC=C2)[N+](=O)[O-])NC(C2=CC(=CC=C2)C(F)(F)F)=O)=O)C2=CC=CC=C2 |r|